2-[9H-fluoren-9-ylmethoxycarbonylamino]-2-methylpropanoic acid C1=CC=CC=2C3=CC=CC=C3C(C12)COC(=O)NC(C(=O)O)(C)C